(R)-2-(1-Acetylpyrrolidin-3-yl)-N-(5-chloro-4-(5,5-dimethyl-5,6-dihydro-4H-pyrrolo[1,2-b]pyrazol-3-yl)pyridin-2-yl)acetamide C(C)(=O)N1C[C@H](CC1)CC(=O)NC1=NC=C(C(=C1)C1=C2N(N=C1)CC(C2)(C)C)Cl